C12(CC3CC(CC(C1)C3)C2)C(=O)N (3S,5S,7S)-adamantane-1-carboxamide